NC=1C=2N(C3=CC(=C(C=C3N1)F)C(=O)N(C)[C@@H]1COC3=C1C=CC(=C3)OC)C=NC2 (S)-4-amino-7-fluoro-N-(6-methoxy-2,3-dihydrobenzofuran-3-yl)-N-methylimidazo[1,5-a]quinoxaline-8-carboxamide